(S)-4-(4-acryloyl-2-methylpiperazin-1-yl)-7-(2-amino-3,5-dichloro-6-fluorophenyl)-6-methoxy-8H-pyrido[2,1-f][1,2,4]triazin-8-one C(C=C)(=O)N1C[C@@H](N(CC1)C1=NC=NN2C1=CC(=C(C2=O)C2=C(C(=CC(=C2F)Cl)Cl)N)OC)C